1-methyl-N6-[(2R)-2-amino-2-phenyl-ethyl]-N4-spiro[2.3]hex-5-yl-pyrazolo[3,4-d]pyrimidine-4,6-diamine CN1N=CC=2C1=NC(=NC2NC2CC1(CC1)C2)NC[C@@H](C2=CC=CC=C2)N